C(C)(C)(C)OC(=O)N1C(CCC1)(C(=O)O)CO 1-tert-butoxycarbonyl-2-(hydroxymethyl)pyrrolidine-2-carboxylic acid